ClC=1N=CC2=C(C=CC(=C2C1)C(=C)C)N1[C@@H]([C@H](C1)CS(=O)(=O)C)C 3-chloro-5-isopropenyl-8-((2R,3S)-2-methyl-3-(methylsulfonylmethyl)azetidin-1-yl)isoquinoline